FC1=C(CN2N=NC(=C2)[C@H](C=2C(=NC(=CC2)F)C)NC=2C=C3C(=C(C=NC3=C(C2)C#N)C#N)NCC(C)(C)C)C(=CC=C1)F (S)-6-(((1-(2,6-difluorobenzyl)-1H-1,2,3-triazol-4-yl)(6-fluoro-2-methylpyridin-3-yl)methyl)amino)-4-(neopentylamino)quinoline-3,8-dicarbonitrile